2'-chloro-5'-methoxy-N-(5-[(2-methoxyethyl)amino]-[1,3]thiazolo[5,4-d]pyrimidin-2-yl)-6-methyl-[4,4'-bipyridine]-3-carboxamide ClC1=NC=C(C(=C1)C1=C(C=NC(=C1)C)C(=O)NC=1SC=2N=C(N=CC2N1)NCCOC)OC